ethyl (10-(1-cyclopropyl-1H-pyrazol-3-yl)-6-hydroxy-[1,2,4]triazolo[5,1-a]isoquinoline-5-carbonyl)glycinate C1(CC1)N1N=C(C=C1)C=1C=CC=C2C(=C(N3C(C12)=NC=N3)C(=O)NCC(=O)OCC)O